diphenyl-N,N'-bis-[4-(di(m-tolyl)-amino)-phenyl]-biphenyl-4,4'-diamine C1(=CC=CC=C1)C=1C(=C(C=CC1NC1=CC=C(C=C1)N(C=1C=C(C=CC1)C)C=1C=C(C=CC1)C)C1=CC=C(C=C1)NC1=CC=C(C=C1)N(C=1C=C(C=CC1)C)C=1C=C(C=CC1)C)C1=CC=CC=C1